4-((5-(2-chloro-5,7-dihydrofuro[3,4-d]pyrimidin-4-yl)-3-methyl-4,5,6,7-tetrahydro-1H-pyrazolo[4,3-c]pyridin-1-yl)methyl)bicyclo[2.2.2]octan-1-amine ClC=1N=C(C2=C(N1)COC2)N2CC1=C(CC2)N(N=C1C)CC12CCC(CC1)(CC2)N